C(C)(C)(C)[S@@](=O)\N=C\CCC[C@H](C(=O)OCC1=CC=CC=C1)C benzyl (R,E)-6-(((R)-tert-butylsulfinyl) imino)-2-methylhexanoate